N1N=NN=C1CNC(C1=C(C(=C(C=C1CCCCC)O)CC=C(CCC=C(C)C)C)O)=O N-((1H-tetrazol-5-yl)methyl)-3-(3,7-dimethylocta-2,6-dien-1-yl)-2,4-dihydroxy-6-pentylbenzamide